O.C(C)(=O)[O-].[Nd+3].C(C)(=O)[O-].C(C)(=O)[O-] Neodymium acetate hydrate